NC1=C(C(NC2=C(C=CC=C12)C1=C(C=CC(=C1)OCC1=NC=C(C=C1)OC)F)=O)C(=O)NCCC 4-amino-8-[2-fluoro-5-[(5-methoxy-2-pyridinyl)methoxy]phenyl]-2-oxo-N-propyl-1H-quinoline-3-carboxamide